(2-(bis(2-hydroxytetradecyl)amino)ethyl)propanamide OC(CN(CCC(C(=O)N)C)CC(CCCCCCCCCCCC)O)CCCCCCCCCCCC